7-naphthalenediglycidyl ether Methyl-1-methyl-2,3-dioxo-4-(1-(4-(trifluoromethoxy)benzoyl)piperidin-4-yl)-1,2,3,4-tetraHydropyrido[2,3-b]pyrazine-7-carboxylate COC(=O)C1=CC2=C(N(C(C(N2C)=O)=O)C2CCN(CC2)C(C2=CC=C(C=C2)OC(F)(F)F)=O)N=C1.C12=CC=CC3=CC=C(C=C13)C1C(COCC3C2O3)O1